C(#N)COC1=CC2=C(N=C(O2)C2=C(C(=CC=C2)C2=CC3=C(OCCO3)C=C2)C)C=C1CN1CCCCC1 (2S)-1-({6-(Cyanomethoxy)-2-[3-(2,3-dihydro-1,4-benzodioxin-6-yl)-2-methylphenyl]-1,3-benzoxazol-5-yl}methyl)piperidin